(±)-5-((4-(2-aminoethoxy)-3-((methylsulfinyl)methyl)phenyl)amino)-7-(cyclopropylamino)pyrazolo[1,5-a]pyrimidine-3-carbonitrile NCCOC1=C(C=C(C=C1)NC1=NC=2N(C(=C1)NC1CC1)N=CC2C#N)C[S@](=O)C |r|